[Na+].CC1=C(C(=O)P([O-])(=O)C(C2=C(C=C(C=C2C)C)C)=O)C(=CC(=C1)C)C bis(2,4,6-trimethylbenzoyl)phosphinic acid, sodium salt